methyl 2-(4-bromo-3-fluorophenyl)-3-methylbutanoate BrC1=C(C=C(C=C1)C(C(=O)OC)C(C)C)F